2-(2-ethylhexyl)-4-hexyl-dithieno[3,2-b:2',3'-d]pyrrole C(C)C(CC1=CC2=C(C3=C(N2CCCCCC)C=CS3)S1)CCCC